C(C)(C)(C)N1N=CC(=C1)C1=NC(=NC=C1Cl)NC1=C(C=C(C(=O)NC2CCN(CC2)C)C=C1)OC 4-((4-(1-(tert-butyl)-1H-pyrazol-4-yl)-5-chloropyrimidin-2-yl)amino)-3-methoxy-N-(1-methylpiperidin-4-yl)benzamide